2,5-dimethyl-1,3-benzothiazole CC=1SC2=C(N1)C=C(C=C2)C